C(C[C@](C)(O)C(=O)O)(=O)O (S)-Citramalic Acid